NCCCNCCCNCCCN(C)C N3-[3-[(3-Aminopropyl)amino]propyl]-N1,N1-dimethyl-1,3-propanediamine